FC=1C=CC=C2C(N(C(=NC12)N1CCN(CC1)C1=CC(=C(C=C1)F)C)C1=CC(=CC=C1OC)C)CC(=O)OC Methyl {8-fluoro-2-[4-(4-fluoro-3-methylphenyl)-1-piperazinyl]-3-[6-methoxy-3-methylphenyl]-3,4-dihydro-4-quinazolinyl}acetate